(3-glycidoxypropyl)-methyldiethoxysilane C(C1CO1)OCCC[Si](OCC)(OCC)C